ClC1=C(C=2C(C(=N1)N1CCCC1)=CN(N2)CC2=CC=C(C=C2)OC)C(=O)N 6-chloro-2-(4-methoxybenzyl)-4-(pyrrolidin-1-yl)-2H-pyrazolo[4,3-c]pyridine-7-carboxamide